C(C=C)OC(C(C)(C)OC(C1=C(C=C(C(=C1)[N+](=O)[O-])F)Br)=O)=O 1-(Allyloxy)-2-methyl-1-oxopropan-2-yl-2-bromo-4-fluoro-5-nitrobenzoat